N-[(6-Amino-2-pyridyl)sulfonyl]-6-(6-isopropoxy-3-pyridyl)-2-(2,2,3-trimethylpyrrolidin-1-yl)pyridin-3-carboxamid NC1=CC=CC(=N1)S(=O)(=O)NC(=O)C=1C(=NC(=CC1)C=1C=NC(=CC1)OC(C)C)N1C(C(CC1)C)(C)C